C(C1CO1)OC1=C(C=CC=C1)C(C)(C)C tertbutyl-phenyl glycidyl ether